C(C)C1C(C2(CCC1)CC=CCC2)=O ethyl-spiro[5.5]undec-8-en-1-one